ClC1=CC=C(C=C1)C1=C(C=CC=C1)[N+](=O)[O-] 4'-Chloro-2-nitrobiphenyl